FC1=C(OC2C[C@H]3[C@H](CN(C3)C[C@@H](C3=CC=C(C=C3)O)O)C2)C=CC(=C1)F (3aS,5S,6aR)-5-(2,4-difluorophenoxy)-2-((R)-2-hydroxy-2-(4-hydroxyphenyl)ethyl)hexahydrocyclopenta[c]pyrrol